2-(4-Cyclopropyl-6-methoxypyrimidin-5-yl)-8-(4-(1-methyl-4-(trifluoromethyl)-1H-imidazol-2-yl)benzyl)-7,8-dihydro-6H-pyrimido[5,4-b][1,4]oxazine C1(CC1)C1=NC=NC(=C1C=1N=CC=2OCCN(C2N1)CC1=CC=C(C=C1)C=1N(C=C(N1)C(F)(F)F)C)OC